tris(decyl) 1,2,4-benzenetricarboxylate C=1(C(=CC(=CC1)C(=O)OCCCCCCCCCC)C(=O)OCCCCCCCCCC)C(=O)OCCCCCCCCCC